3-[4-(1-methyl-1H-pyrazol-5-yl)-7-(3-methyl-1H-pyrazol-5-yl)imidazo[1,5-b]pyridazin-2-yl]-8-oxa-3-azabicyclo[3.2.1]octane CN1N=CC=C1C=1C=2N(N=C(C1)N1CC3CCC(C1)O3)C(=NC2)C2=CC(=NN2)C